2-methyl-Butanoic acid, 2-methylbutyl ester CC(C(=O)OCC(CC)C)CC